[C@]12(C(=O)CC(CC1)C2(C)C)CS(=O)(=O)O.N2=C(N=C(C=C2)N)N pyrimidinediamine (1S)-(+)-Camphorsulfonic Acid Salt